(S)-3-(4-methoxyphenyl)-8-methyl-2-(1-methylpyrrolidin-2-yl)-6-nitroquinazolin-4(3H)-one COC1=CC=C(C=C1)N1C(=NC2=C(C=C(C=C2C1=O)[N+](=O)[O-])C)[C@H]1N(CCC1)C